C(C)C1CCC(CC1)N1C(C=CC1=O)=O N-(4-ethylcyclohexyl)maleimide